FC1=C(C=CC(=C1)N1CCOCC1)NC1=NC=2C3=C(C=CC2C=N1)N=NN3C(C)C N-(2-Fluoro-4-morpholinophenyl)-1-iso-propyl-1H-[1,2,3]triazolo[4,5-h]quinazolin-8-amine